O=C1N(CCC1)C[C@H]1N(CCC2=CC=CC(=C12)O[C@@H]1CN(CC1)C(=O)C1=CN=CS1)C(=O)[C@H]1[C@H](CCCC1)C(=O)O (1S,2R)-2-((S)-1-((2-oxopyrrolidin-1-yl)methyl)-8-(((S)-1-(thiazole-5-carbonyl)pyrrolidin-3-yl)oxy)-1,2,3,4-tetrahydroisoquinoline-2-carbonyl)cyclohexane-carboxylic acid